ClC1=C(C=C(C(=O)OC)C=C1F)N=C(C1=CC=CC=C1)C1=CC=CC=C1 methyl 4-chloro-3-[(diphenylmethylidene)amino]-5-fluorobenzoate